2-bromo-6-phenoxyaniline BrC1=C(N)C(=CC=C1)OC1=CC=CC=C1